tert-butyl (6-aminopyridin-3-yl)(propyl)carbamate NC1=CC=C(C=N1)N(C(OC(C)(C)C)=O)CCC